(4-phenylphenyl)methylamine C1(=CC=CC=C1)C1=CC=C(C=C1)CN